ClC1=NC(=CC(=C1)NC(=O)NC1=C(C=CC(=C1)F)CO)Cl 2,6-dichloropyridin-4-yl-3-(5-fluoro-2-hydroxymethylphenyl)urea